ClC=1C=C(C=CC1OC(F)(F)F)C(\C=C(/F)\C1=CC(=C(C(=O)O)C=C1)C(F)(F)F)C(F)(F)F (Z)-4-(3-(3-chloro-4-(trifluoromethoxy)phenyl)-1,4,4,4-tetrafluorobut-1-en-1-yl)-2-(trifluoromethyl)benzoic acid